O1CCN(CC1)C1=C2C(=NC(=C1)N1N=C(C=C1)C=1C=C(C=CC1)C)C=C(O2)C(CC(=O)C2COC2)=O 1-(7-morpholino-5-(3-(m-tolyl)-1H-pyrazol-1-yl)furo[3,2-b]pyridin-2-yl)-3-(oxetan-3-yl)propane-1,3-dione